N(=[N+]=[N-])CC(=O)C1=CC=C(C=C1)F 2-azido-1-(4-fluorophenyl)ethanone